2-(4-(6-((4-cyano-2-fluorobenzyl)oxy)pyridin-2-yl)piperidin-1-yl)-3-fluoropropionic acid C(#N)C1=CC(=C(COC2=CC=CC(=N2)C2CCN(CC2)C(C(=O)O)CF)C=C1)F